C(=C)C[SiH](OCC)OCC vinylmethyldiethoxysilane